1-[4-[4-(1-amino-1-methyl-ethyl)phenyl]thiazol-2-yl]-3-[(4S)-8-chlorochroman-4-yl]urea NC(C)(C)C1=CC=C(C=C1)C=1N=C(SC1)NC(=O)N[C@H]1CCOC2=C(C=CC=C12)Cl